8-bromo-3-hydrazineylidene-1-methyl-1,2,3,4-tetrahydroquinoxaline BrC=1C=CC=C2NC(CN(C12)C)=NN